N-(2-(4,4-difluoropiperidin-1-yl)-6-methylpyrimidin-4-yl)-4-((1-methylazetidin-3-yl)sulfonyl)-2-(6-azaspiro[2.5]oct-6-yl)benzamide FC1(CCN(CC1)C1=NC(=CC(=N1)NC(C1=C(C=C(C=C1)S(=O)(=O)C1CN(C1)C)N1CCC2(CC2)CC1)=O)C)F